3-(4-((6-((1-(4-((5-chloro-4-((2-(dimethylphosphono)phenyl)amino)pyrimidin-2-yl)amino)-3-methoxyphenyl)piperidin-4-yl)amino)hexyl)amino)-1-oxoisoindolin-2-yl)piperidine-2,6-dione ClC=1C(=NC(=NC1)NC1=C(C=C(C=C1)N1CCC(CC1)NCCCCCCNC1=C2CN(C(C2=CC=C1)=O)C1C(NC(CC1)=O)=O)OC)NC1=C(C=CC=C1)P(=O)(OC)OC